C(C)(C)(C)NC[C@@H](COC1=NSN=C1N1CCOCC1)OC(=O)[C@H](C)OC([C@H](C)OC([C@H](C)OC([C@H](C)OC(C)=O)=O)=O)=O (S)-2-[(S)-2-((S)-2-acetoxy-propionyloxy)-propionyloxy]-propionic acid (S)-1-[(S)-1-(tert-butylamino-methyl)-2-(4-morpholin-4-yl-[1,2,5]thiadiazol-3-yloxy)-ethoxy carbonyl]-ethyl ester